CN([C@H]1CN(CC1)C(=O)C1=CC=C(C=C1)NC=1N=CC=2CCN(CC2C1)C1=C(C2=C(OCCN2)N=C1)C)C N-{4-[(3R)-3-(dimethylamino)pyrrolidine-1-carbonyl]phenyl}-6-{8-methyl-1H,2H,3H-pyrido[2,3-b][1,4]oxazin-7-yl}-5,6,7,8-tetrahydro-2,6-naphthyridin-3-amine